(+/-)-exo-trans-3-(4-methoxyphenyl)-2-{[(3-oxoisoindolin-5-yl)oxy]methyl}-8-azabicyclo[3.2.1]octane-8-carboxylic acid tert-butyl ester C(C)(C)(C)OC(=O)N1C2C(C(CC1CC2)C2=CC=C(C=C2)OC)COC=2C=C1C(NCC1=CC2)=O